Cl.FC=1C=C2CNCC2=CC1 5-fluoroisoindoline hydrochloride